4-(3-((2-((3-Methyl-1-(1-methylpiperidin-4-yl)-1H-pyrazol-4-yl)amino)-5-(trifluoromethyl)pyridin-4-yl)amino)propyl)-1,4-oxazepan-5-on CC1=NN(C=C1NC1=NC=C(C(=C1)NCCCN1CCOCCC1=O)C(F)(F)F)C1CCN(CC1)C